FC=1C=C(C=C(C1F)F)C1=CC=CC=C1 3',4',5'-trifluorobiphenyl